4-(((cis)-4-(4-(4,4-difluoropiperidin-1-yl)phenyl)cyclohexyl)oxy)-1H-1,2,3-triazole-5-carboxylic acid 2,2,2-trifluoroacetate FC(C(=O)O)(F)F.FC1(CCN(CC1)C1=CC=C(C=C1)[C@H]1CC[C@H](CC1)OC=1N=NNC1C(=O)O)F